C(C)CC(=O)O.CC1=CC=CC=C1 toluene (ethyl acetate)